C(C)OC=1C=C(C=CC1C1=NN=NN1)C1=CC(=NC=N1)NCCN1C(=CC2=C(C=CC=C12)OC)C {6-[3-Ethoxy-4-(1H-tetrazol-5-yl)-phenyl]-pyrimidin-4-yl}-[2-(4-methoxy-2-methyl-indol-1-yl)-ethyl]-amin